(3S)-1-{2-[1-(4-cyclopropylphenyl)-1H-pyrazol-4-yl]-1,3-thiazole-4-carbonyl}-3-methylpiperazine C1(CC1)C1=CC=C(C=C1)N1N=CC(=C1)C=1SC=C(N1)C(=O)N1C[C@@H](NCC1)C